ClC1=CC(=C(C=C1Cl)NC(=O)N1C2CCC1CC=1C(=NC=CC12)F)F (±)-N-(4,5-dichloro-2-fluorophenyl)-1-fluoro-6,7,8,9-tetrahydro-5H-5,8-epiminocyclohepta[c]-pyridine-10-carboxamide